N1(C(CNCC1)OOS(=O)(=O)F)OOS(=O)(=O)F piperazinedioxydisulfo fluoride